NC1=NC(=CC=C1O)C1=C(C=C(C=C1C)Cl)O 2-Amino-6-(4-chloro-2-hydroxy-6-methyl-phenyl)pyridin-3-ol